CC(C)(C)[S@](=O)NC(C)C1=CN=C(S1)C1=CC(=NC=C1)C(F)(F)F (S)-2-methyl-N-(1-(2-(2-(trifluoromethyl)pyridin-4-yl)thiazol-5-yl)ethyl)propane-2-sulfinamide